Cl.CC=1C=C(C=C2CN(C(C12)=O)C1C(NC(CC1)=O)=O)N1CCN(CC1)C1CC(C1)OC1CCNCC1 3-(7-methyl-1-oxo-5-{4-[(1r,3r)-3-(piperidin-4-yloxy)cyclobutyl]piperazin-1-yl}-3H-isoindol-2-yl)piperidine-2,6-dione hydrochloride